C(C)(C)(C)OC(CCC1COP(OC1)(=O)CO[C@@H](CN1C2=NC=NC(=C2N=C1)NC(C1=CC=CC=C1)=O)C)=O.CC1(C2CC3CC(CC1C3)C2)C=CC2=CC=C(C=C2)O 2-methyl-2-adamantyl-p-hydroxystyrene (R)-tert-butyl-3-(2-(((1-(6-benzamido-9H-purin-9-yl)propan-2-yl)oxy)methyl)-2-oxo-1,3,2-dioxaphosphinan-5-yl)propanoate